N-((1-(2,6-dioxopiperidin-3-yl)-2-oxo-1,2-dihydrobenzo[cd]indol-6-yl)methyl)-6-(piperidin-1-yl)hexanamide O=C1NC(CCC1N1C(C2=C3C(C(=CC=C13)CNC(CCCCCN1CCCCC1)=O)=CC=C2)=O)=O